exo-1,1a,6,6a-tetrahydrocyclopropa[a]indene-1-carboxylic acid C1(C2C1CC=1C=CC=CC21)C(=O)O